6-(3-Bromo-1-(3-chloropyridin-2-yl)-1H-pyrazol-5-carboxamido)-5-methyl-N-neopentylpyrazolo[1,5-a]pyridin-7-carboxamid BrC1=NN(C(=C1)C(=O)NC=1C(=CC=2N(C1C(=O)NCC(C)(C)C)N=CC2)C)C2=NC=CC=C2Cl